4-[[(2S,3R,4R,5S)-3-(3,4-Difluoro-2-vinyl-phenyl)-4,5-dimethyl-5-(trifluoromethyl)tetrahydrofuran-2-carbonyl]amino]pyridin-2-carboxamid FC=1C(=C(C=CC1F)[C@@H]1[C@H](O[C@@]([C@@H]1C)(C(F)(F)F)C)C(=O)NC1=CC(=NC=C1)C(=O)N)C=C